(R)-5-[2-hydroxy-3-(anilino)-propoxy]-2-methyl-1-(methylphenyl)indol-3-ethanone O[C@@H](COC=1C=C2C(=C(N(C2=CC1)C1=C(C=CC=C1)C)C)CC=O)CNC1=CC=CC=C1